(R)-3-(2-(1H-imidazol-2-yl)imidazo[4,5-d]Pyrrolo[2,3-b]Pyridin-1(6H)-yl)-N-(2,2,2-trifluoroethyl)pyrrolidine-1-carboxamide N1C(=NC=C1)C1=NC=2C(=C3C(=NC2)NC=C3)N1[C@H]1CN(CC1)C(=O)NCC(F)(F)F